BrC1=NN(C=C1)C1CCN(CC1)C(=O)OC(C)(C)C tert-butyl 4-(3-bromo-1H-pyrazol-1-yl)piperidine-1-carboxylate